FC1=CC=C2C(=CC=NC2=C1)N1CCN(CC1)C(=O)[C@H]1CN(CC1)C(=O)OC(C)(C)C (R)-tert-butyl 3-(4-(7-fluoroquinolin-4-yl)piperazine-1-carbonyl)pyrrolidine-1-carboxylate